N1=CN=C2NC=NC2=C1C=1C(=NC=CC1)NC=1C=CC(=C(C1)NC(C1=CC(=CC(=C1)F)C(C)(C)C#N)=O)Cl N-(5-(3-(9H-purin-6-yl)pyridin-2-ylamino)-2-chlorophenyl)-3-(2-cyanopropan-2-yl)-5-fluorobenzamid